CN(C(=O)C=1C=NN2C1CN(CC2)C(=O)C=2NC1=CC=CC=C1C2)C2(CC2)C2=CC=C(C(=O)O)C=C2 4-{1-[N-methyl-5-(1H-indole-2-carbonyl)-4H,5H,6H,7H-pyrazolo[1,5-a]pyrazine-3-amido]cyclopropyl}benzoic acid